C(C)C=1C(=NC=CC1)CC[C@@H](C)[C@H]1CC[C@H]2[C@@H]3CC=C4C[C@H](CC[C@@]4([C@H]3CC[C@]12C)C)O (3S,8S,9S,10R,13R,14S,17R)-17-((R)-4-(3-ethylpyridin-2-yl)butan-2-yl)-10,13-dimethyl-2,3,4,7,8,9,10,11,12,13,14,15,16,17-tetradecahydro-1H-cyclopenta[a]phenanthren-3-ol